CN1N=CC(=C1C)C(N1NC2=C(N1)C=CC=C2)N2C=C1C(C=C2)=NC=N1 2-(1,5-dimethyl-1H-pyrazol-4-yl-5H-imidazo[4,5-c]pyridin-5-ylmethyl)-1H-benzo[d][1,2,3]triazole